CC1=CC=CC=2N(C(N(C21)C2=C(C=C(C=C2)C=2C=NN1C2C=NC=C1)C)=O)CC(=O)O 2-(4-methyl-3-(2-methyl-4-pyrazolo[1,5-a]pyrazin-3-yl-phenyl)-2-oxo-benzimidazol-1-yl)acetic acid